2-(((Tert-Butoxycarbonyl)amino)ethyl)-4-chloro-1H-indole-1-carboxylic acid tert-butyl ester C(C)(C)(C)OC(=O)N1C(=CC2=C(C=CC=C12)Cl)CCNC(=O)OC(C)(C)C